6-(bis(3-chlorophenyl)methyl)-11-hydroxy-5H-imidazo[2',1':3,4]pyrazino[1,2-b]pyridazin-10(6H)-one ClC=1C=C(C=CC1)C(C1CN2C(C=3N1N=CC(C3O)=O)=NC=C2)C2=CC(=CC=C2)Cl